N,N-dipropyloctylamine C(CC)N(CCC)CCCCCCCC